CC1=C(C=C(C(=C1)[N+](=O)[O-])C)Br 2,5-dimethyl-4-nitrobromobenzene